NC=1C=2N(C3=CC(=C(C=C3N1)F)C(=O)N(CC=1N=C3N(C=C(C=C3)C(F)(F)F)C1)C(COC)C)C=NC2C 4-Amino-7-fluoro-N-(1-methoxypropan-2-yl)-3-methyl-N-((6-(trifluoromethyl)imidazolo[1,2-a]pyridin-2-yl)methyl)imidazo[1,5-a]quinoxalin-8-carboxamide